2-((t-butoxycarbonyl)amino)-3-ethoxy-3-oxopropionic acid C(C)(C)(C)OC(=O)NC(C(=O)O)C(=O)OCC